CCCCCCCCCCCCCCCCCCCCCCCCCC(=O)N[C@@H](CO[C@@H]1[C@@H]([C@H]([C@H]([C@H](O1)CO)O)O)O)[C@@H]([C@@H](CCCCC2=CC=CC=C2)O)O The molecule is an alpha-galactosylceramide in which the nitrogen carries a hexacosanamido group and C-4 carries in addition to a hydroxy function a 4-phenylbutyl group. Essentially a phytosphingosine analogue with a truncated lipid chain terminating in a benzene ring, it has been used in investigations on the binding affinity of glycolipids to CD1d molecules. It derives from an alpha-D-galactose.